1,2-bis(2-pyridyl) ethylene 1,1,1-trifluoro-3-hydroxypropan-2-yl 4-(7-fluoro-3-methyl-4,5-dihydropyrazolo[1,5-a]quinolin-2-yl)piperidine-1-carboxylate FC=1C=C2CCC=3N(C2=CC1)N=C(C3C)C3CCN(CC3)C(=O)OC(C(F)(F)F)CO.N3=C(C=CC=C3)C=CC3=NC=CC=C3